(+/-)-ethyl 4-[1-[(tert-butoxy)carbonyl]piperidin-4-yl]-1-[(4-methoxyphenyl)methyl]-2-methylpiperidine-3-carboxylate C(C)(C)(C)OC(=O)N1CCC(CC1)C1C(C(N(CC1)CC1=CC=C(C=C1)OC)C)C(=O)OCC